FC=1C=NC=CC1CN 1-(3-fluoropyridin-4-yl)methanamine